Cl.N(C(=N)N)CCC[C@@H](C(=O)N1CCC(CC1)C(=O)OCC)NS(=O)(=O)C1=CC2=CC=CC=C2C=C1 (S)-ethyl 1-(5-guanidino-2-(naphthalene-2-sulfonamido)pentanoyl)piperidine-4-carboxylate HCl salt